bisethyl-hexyloxyphenol C(C)C1=C(C(=C(C=C1)O)OCCCCCC)CC